azobis(2-methylbutyronitrile) dimethyl-2,2'-azobisisobutyrate COC(C(C)(C)N=NC(C(=O)OC)(C)C)=O.N(=NC(C#N)(CC)C)C(C#N)(CC)C